(8R)-5-azaspiro[2.5]octan-8-yl-[(3S)-3-(2-methylthiazol-4-yl)isoxazolidin-2-yl]methanone C1CC12CNCC[C@H]2C(=O)N2OCC[C@H]2C=2N=C(SC2)C